N-((1r,4r)-4-((3-(4-acetylphenyl)-2-oxo-2,3-dihydro-1H-imidazo[4,5-b]pyridin-1-yl)methyl)cyclohexyl)-5-chloro-2-(difluoro-methyl)nicotinamide C(C)(=O)C1=CC=C(C=C1)N1C(N(C=2C1=NC=CC2)CC2CCC(CC2)NC(C2=C(N=CC(=C2)Cl)C(F)F)=O)=O